COC=1C=C(C=C(C1)C)NC(OC(C)(C)C)=O tert-butyl N-(3-methoxy-5-methyl-phenyl)carbamate